C1(CCC1)C1=CC=C(C=C1)N1N=C2CCN(C[C@H]3C2=C1CCN3C(=O)OC(C)(C)C)C(=O)OCC3=CC=CC=C3 |o1:17| 7-benzyl 5-(tert-butyl) (R or S)-2-(4-cyclobutylphenyl)-3,4,5a,6,8,9-hexahydro-2H-1,2,5,7-tetraazabenzo[cd]azulene-5,7-dicarboxylate